4-(3-isopropyl-2,5-dioxopyrrolidin-3-yl)benzoic acid C(C)(C)C1(C(NC(C1)=O)=O)C1=CC=C(C(=O)O)C=C1